3-fluorophenol 2,2,2-trifluoroacetate FC(C(=O)O)(F)F.FC=1C=C(C=CC1)O